BrC=1C=C2C(=NC1)N=CC21CCCCC1 5'-bromospiro[cyclohexane-1,3'-pyrrolo[2,3-b]pyridine]